OC1=NN2C(CCCC2)=C1C(=O)NC1=C(C(=C(C(=C1F)F)C1=CC=CC=C1)F)F 2-Hydroxy-N-(2,3,5,6-tetrafluoro-[1,1'-biphenyl]-4-yl)-4,5,6,7-tetrahydropyrazolo[1,5-a]pyridine-3-carboxamide